C1(=CC=CC=C1)N1N=CC=2C1=NC=NC2SCC(=O)C2=CC=C(S2)CNC(C)=O N-((5-(2-((1-phenyl-1H-pyrazolo[3,4-d]pyrimidin-4-yl)thio)acetyl)thiophen-2-yl)methyl)acetamide